Cl.N[C@@H]1[C@H](CCC1)O (1S,2S)-2-aminocyclopentan-1-ol hydrochloride